O=C1COC2=C(N1)C=CC(=C2)CN2CCC1(CN(C1)C(=O)OC(C)(C)C)CC2 tert-Butyl 7-[(3-oxo-3,4-dihydro-2H-1,4-benzoxazin-7-yl)methyl]-2,7-diazaspiro[3.5]nonane-2-carboxylate